N-[3-(5-fluoro-3-methylpyridin-2-yl)phenyl]-6-azabicyclo[3.1.1]heptane-6-carboxamide FC=1C=C(C(=NC1)C=1C=C(C=CC1)NC(=O)N1C2CCCC1C2)C